Diisohexylaluminum monochloride C(CCC(C)C)[Al](CCCC(C)C)Cl